3-fluoro-4-{[2-(5-{[(2-methoxyethyl)amino]methyl}pyridin-2-yl)thieno[3,2-b]pyridin-7-yl]oxylphenyl}-4-methoxy-2-oxo-1,2-dihydropyridine-3-carboxamide FC1(C(NC=CC1(OC)C1=C(C=CC=C1)OC1=C2C(=NC=C1)C=C(S2)C2=NC=C(C=C2)CNCCOC)=O)C(=O)N